C1(CCCCC1)N1C(=NCCC1)C N-cyclohexyl-2-methyl-1,4,5,6-tetrahydropyrimidine